C(C)(=O)C=1C=CC=2NC3=CC=C(C=C3C2C1)C(C)=O 3,6-diacetylcarbazole